mono-tertiary butyl-phenol C(C)(C)(C)C1=CC=C(C=C1)O